C/C(=C/O)/C(=C/C(=O)C(=O)O)/O The molecule is a dihydroxy monocarboxylic acid that is 2,4-dihydroxy-2,4-hexadienoic acid bearing additional methyl and oxo substituents at positions 5 and 6 respectively. It has a role as a bacterial xenobiotic metabolite. It is an alpha,beta-unsaturated monocarboxylic acid, a dihydroxy monocarboxylic acid and a muconic semialdehyde. It is a conjugate acid of a 2,4-dihydroxy-5-methyl-6-oxo-2,4-hexadienoate.